2-(2,6-Difluorophenyl)-N-[(3S)-9-fluoro-2-oxo-5-phenyl-1,3-dihydro-1,4-benzodiazepin-3-yl]pyrazolo[1,5-a]pyrimidine-3-carboxamide FC1=C(C(=CC=C1)F)C1=NN2C(N=CC=C2)=C1C(=O)N[C@@H]1C(NC2=C(C(=N1)C1=CC=CC=C1)C=CC=C2F)=O